Methyl 1-((2-(3-azabicyclo[3.1.0]hexan-3-yl)pyrimidin-5-yl)methyl)-1H-pyrazole-4-carboxylate C12CN(CC2C1)C1=NC=C(C=N1)CN1N=CC(=C1)C(=O)OC